OCC=1N(C(N(C1)C1C(N(C(CC1)=O)C(=O)OC(C)(C)C)=O)=O)C tert-Butyl 3-(4-(hydroxymethyl)-3-methyl-2-oxo-2,3-dihydro-1H-imidazol-1-yl)-2,6-dioxopiperidine-1-carboxylate